N-(4-(4-(2-Cyano-3-methylbut-2-enamido)-1H-indol-1-yl)pyridin-2-yl)cyclopropancarboxamid C(#N)C(C(=O)NC1=C2C=CN(C2=CC=C1)C1=CC(=NC=C1)NC(=O)C1CC1)=C(C)C